O[C@H](CC(=O)OC)C1=CC=CC=C1 methyl (R)-3-hydroxy-3-phenylpropionate